methyl Butyl Ether C(CCC)OC